C(CC/C=C\\C[C@H](/C=C/C=C/C=C/[C@H](CCCC(=O)[O-])O)O)CCO The molecule is a leukotriene anion that is the conjugate base of 20-hydroxy-6-trans-leukotriene B4 arising from deprotonation of the carboxylic acid function; major species at pH 7.3. It is an omega-hydroxy fatty acid anion and a leukotriene anion. It derives from a 6-trans-leukotriene B4(1-). It is a conjugate base of a 20-hydroxy-6-trans-leukotriene B4.